2-((5-nitrothiazol-2-yl)carbamoyl)-5-(propylcarbamoyl)phenylacetate [N+](=O)([O-])C1=CN=C(S1)NC(=O)C1=C(C=C(C=C1)C(NCCC)=O)CC(=O)[O-]